C(C1=CC=CC=C1)OC1=C2C(=C(N(C2=CC=C1C)C1=CC=C(C=C1)F)C1CCOCC1)C1=CC=C(C(=O)O)C=C1 4-[4-benzyloxy-1-(4-fluorophenyl)-5-methyl-2-tetrahydropyran-4-yl-indol-3-yl]benzoic acid